(1-(4-methoxypyridin-2-yl)piperidin-4-yl)methanol COC1=CC(=NC=C1)N1CCC(CC1)CO